C(CCCCCCCCCCCCCCCCC)OC=1C=C(C(=O)OCC(=O)O)C=C(C1OCCCCCCCCCCCCCCCCCC)OCCCCCCCCCCCCCCCCCC 2-((3,4,5-tris(octadecyloxy)benzoyl)oxy)acetic acid